p-xylylene dibromide C1=CC(=CC=C1CBr)CBr